N-(3-(4'-((1-(oxetan-3-yl)azetidin-3-yl)oxy)-4,5,5',6'-tetrahydro-2H-spiro[furan-3,8'-pyrano[3,4-b]pyridin]-2'-yl)-1H-pyrrolo[2,3-c]pyridin-5-yl)acetamide O1CC(C1)N1CC(C1)OC1=C2C(=NC(=C1)C1=CNC3=CN=C(C=C31)NC(C)=O)C3(OCC2)COCC3